Cl.O1C(CCCC1)ON O-(tetrahydro-2H-pyran-2-yl)hydroxylamine hydrochloride